2-((2-(((tert-butoxycarbonyl)(2-(6-methoxy-3-nitropyridin-2-yl)ethyl)amino)methyl)-4-fluorophenyl)amino)-4-chloro-5-fluorobenzoic acid C(C)(C)(C)OC(=O)N(CCC1=NC(=CC=C1[N+](=O)[O-])OC)CC1=C(C=CC(=C1)F)NC1=C(C(=O)O)C=C(C(=C1)Cl)F